Cl[Mg]CCCN(C)C [3-(chloromagnesio)propyl]dimethylamine